CC1=C(OC2=CC=C(C=C2)NN)C(=CC=C1)C 4-(2,6-dimethylphenoxy)phenylhydrazine